CN(CCN(C1=C(C=C(C=C1)N)[N+](=O)[O-])C)C N1-(2-(dimethylamino)ethyl)-N1-methyl-2-nitrobenzene-1,4-diamine